FC=1C(=C(C=C(C1)C1COC1)[C@H](C(=O)O)N1C[C@@H](CC1)OCCCCCC1=NC=2NCCCC2C=C1)OC (R)-2-(3-fluoro-2-methoxy-5-(oxetan-3-yl)phenyl)-2-((R)-3-((5-(5,6,7,8-tetrahydro-1,8-naphthyridin-2-yl)pentyl)oxy)pyrrolidin-1-yl)acetic acid